Cl.FC1=C2CN(C(C2=CC(=C1)C1=CC=C(C=C1)OC1CCNCC1)=O)CC(=O)NC=1SC=CN1 2-[4-fluoro-1-oxo-6-[4-(4-piperidinyloxy)phenyl]Isoindolin-2-yl]-N-thiazol-2-yl-acetamide hydrochloride